C(C)OC(C(C)=NNC)=O 2-(methyl-hydrazono)propionic acid ethyl ester